C(C1=CC=CC=C1)OP(=O)(OCC1=CC=CC=C1)OCOC(=O)N(CC(=O)OCC1=CC=CC=C1)C[C@H]1NCCOC1 benzyl 2-[dibenzyloxyphosphoryloxymethoxycarbonyl-[[(3R)-morpholin-3-yl]methyl]amino]acetate